C(C)(C)C=1C(C2=CC(=CC=C2C1)C(C)C)=O 2,6-diisopropyl-1-indenone